(4S)-4-benzyl-1,3-oxazolidin-2-one C(C1=CC=CC=C1)[C@@H]1NC(OC1)=O